ClC=1C=C(C=CC1)[C@H](N1C(NCC1)=O)C1=CC=C(C=C1)OC(F)(F)F |o1:7| (S)-N-((R or S)-(3-chlorophenyl)(4-(trifluoromethoxy)phenyl)methyl)-2-oxoimidazolidine